The molecule is a 3-hydroxy fatty acyl-CoA that results from the formal condensation of the thiol group of coenzyme A with the carboxy group of (3R,17Z,20Z,23Z,26Z)-3-hydroxydotriacontatetraenoic acid. It is a (R)-3-hydroxyacyl-CoA, a 3-hydroxy fatty acyl-CoA, an unsaturated fatty acyl-CoA and an ultra-long-chain fatty acyl-CoA. It is a conjugate acid of a (3R,17Z,20Z,23Z,26Z)-3-hydroxydotriacontatetraenoyl-CoA(4-). CCCCC/C=C\\C/C=C\\C/C=C\\C/C=C\\CCCCCCCCCCCCC[C@H](CC(=O)SCCNC(=O)CCNC(=O)[C@@H](C(C)(C)COP(=O)(O)OP(=O)(O)OC[C@@H]1[C@H]([C@H]([C@@H](O1)N2C=NC3=C(N=CN=C32)N)O)OP(=O)(O)O)O)O